(R)-7-(6-(1-(2,2-difluoro-1-(4-fluorophenyl)propyl)-1H-pyrazol-4-yl)-3-fluoropyridin-2-yl)-[1,2,4]triazolo[1,5-a]pyridin-2-amine FC([C@@H](C1=CC=C(C=C1)F)N1N=CC(=C1)C1=CC=C(C(=N1)C1=CC=2N(C=C1)N=C(N2)N)F)(C)F